C(C)(C)(C)OC(=O)N1C(N([C@@H](C1)C(N(C)C1=C(C(=C(C=C1)F)Cl)F)=O)C1=NC2=C(C(=C1)C(F)(F)F)C=C(S2)C(N)=O)=O (4S)-3-[2-carbamoyl-4-(trifluoromethyl)thieno[3,2-e]pyridin-6-yl]-4-[N-(3-chloro-2,4-difluorophenyl)-N-methylcarbamoyl]-2-oxoimidazolidinecarboxylic acid tert-butyl ester